OCCC(C(=O)N)=C 2-hydroxyethyl-acrylamide